N1N=NC=C1CC(C)OCC(=O)O 2-((1-(1H-1,2,3-triazole-5-yl)propane-2-yl)oxy)acetic acid